C(C)(C)(C)OC(=O)NCC=1C=C(C=CC1)C1=CC(=CC=2C=COC21)COC2=C(C=CC(=C2)C=2C=NC(=C(C2)C)F)CC(=O)OCC ethyl 2-(2-((7-(3-(((tert-butoxycarbonyl)amino)methyl)phenyl)benzofuran-5-yl)methoxy)-4-(6-fluoro-5-methylpyridin-3-yl)phenyl)acetate